(4S)-N-(3-bromo-2-chloro-phenyl)-4-(4-hydroxy-1-piperidyl)-4,5,6,7-tetrahydropyrazolo[1,5-a]pyridine-2-carboxamide BrC=1C(=C(C=CC1)NC(=O)C1=NN2C([C@H](CCC2)N2CCC(CC2)O)=C1)Cl